C(CCC)N1[C@H](CCCC1)C(NC1=CC(=C(C=C1)C)C(=O)OC)=O butyl-(R)-2-((3-(methoxycarbonyl)-4-methylphenyl)carbamoyl)piperidine